C(C1=CC=CC=C1)NP(=O)(NCC1=CC=CC=C1)CCSC=1C(=NON1)C(NC1=CC(=C(C=C1)F)Br)=NO 4-({2-[Bis(benzylamino)phosphoryl]ethyl}sulfanyl)-N-(3-bromo-4-fluorophenyl)-N'-hydroxy-1,2,5-oxadiazol-3-carboximidamid